O.O.[PH2](=O)[O-].[Bi+3].[PH2](=O)[O-].[PH2](=O)[O-] bismuth hypophosphite dihydrate